N1(N=NC=C1)CCOC1=CC=C(C=C1)C1=CC=C(C=C1)C(C)(C)NC(=O)NC1(CN2CCC1CC2)CC 1-(2-(4'-(2-(1H-1,2,3-triazol-1-yl)ethoxy)-[1,1'-biphenyl]-4-yl)propan-2-yl)-3-(3-ethylquinuclidin-3-yl)urea